2-ethylbutyryl chloride C(C)C(C(=O)Cl)CC